bis(2-methacryloxyethyl) 3,3'-dithiodipropionate C(CCSSCCC(=O)OCCOC(C(=C)C)=O)(=O)OCCOC(C(=C)C)=O